NC1=C(C(=O)NC23CCC(CC2)(CC3)O)C=C(C=N1)C1=CC=C(C=C1)[C@@]13CN(C[C@H]3C1)C1CCOCC1 2-amino-N-(4-hydroxybicyclo[2.2.2]octan-1-yl)-5-(4-((1R,5S)-3-(tetrahydro-2H-pyran-4-yl)-3-azabicyclo[3.1.0]hexan-1-yl)phenyl)nicotinamide